ClC1=CC(=NC(=C1I)Cl)N(CC1=CC=C(C=C1)OC)CC1=CC=C(C=C1)OC 4,6-Dichloro-5-iodo-N,N-bis(4-methoxybenzyl)pyridin-2-amine